N-[[4-[(8-methoxy-1,7-naphthyridin-2-yl)amino]phenyl]methyl]carbamic acid tert-butyl ester C(C)(C)(C)OC(NCC1=CC=C(C=C1)NC1=NC2=C(N=CC=C2C=C1)OC)=O